ClC=1C(=NC(=NC1)N[C@H]1[C@@H](COCC1)O)C=1C=C2C=C(C(=NC2=C(C1)F)C)C(C)(C)O (3s,4r)-4-((5-chloro-4-(8-fluoro-3-(2-hydroxypropan-2-yl)-2-methylquinolin-6-yl)pyrimidin-2-yl)amino)tetrahydro-2H-pyran-3-ol